9-(4-chloro-2,6-difluoro-phenyl)-7-[(2R,4S)-2-(1-cyclopropylpyrazol-4-yl)tetrahydropyran-4-yl]-2,3-dimethyl-pyrazino[1,2-a]pyrimidin-4-one ClC1=CC(=C(C(=C1)F)C1=NC(=CN2C1=NC(=C(C2=O)C)C)[C@@H]2C[C@@H](OCC2)C=2C=NN(C2)C2CC2)F